3-[(2E)-3,7-dimethylocta-2,6-dien-1-yl]-2,4-dihydroxy-6-pentylbenzoic acid C\C(=C/CC=1C(=C(C(=O)O)C(=CC1O)CCCCC)O)\CCC=C(C)C